C(C=C)(=O)OC=C.[Li] lithium vinyl acrylate